F[C@@H]1CCN(C1)CCCF (3S,4R)-4-fluoro-1-(3-fluoropropyl)pyrrolidin